N-({5-(1-fluorocyclopropyl)-6-[(3-isoxazolyl)methoxy]-2-indolyl}methyl)1-methylcyclopropanecarboxamide FC1(CC1)C=1C=C2C=C(NC2=CC1OCC1=NOC=C1)CNC(=O)C1(CC1)C